COC1=C(C=C(CC(C(=O)OCC)C(C)=O)C=C1)C#C[Si](C)(C)C Ethyl 2-(4-methoxy-3-((trimethylsilyl) ethynyl) benzyl)-3-oxobutanoate